CC1=NN(C(=C1)C)C=1C=C(C=CC1)C1=CN=C2N1C=CC(=C2)C(=O)N[C@@H](CC(=O)NC)C=2C=NC=CC2 (S)-3-(3-(3,5-dimethyl-1H-pyrazol-1-yl)phenyl)-N-(3-(methylamino)-3-oxo-1-(pyridin-3-yl)propyl)imidazo[1,2-a]pyridine-7-amide